BrCC(=O)C1=C(S(=O)(=O)N)C=CC(=C1)N bromoacetyl-sulfanilamide